(2S)-2-[4-[methoxy(methyl)carbamoyl]-1,3-Thiazol-2-yl]Pyrrolidine-1-carboxylic acid CON(C(=O)C=1N=C(SC1)[C@H]1N(CCC1)C(=O)O)C